ClC1=C2CCN(CC2=CC(=C1)Cl)CN1CC2=CC(=CC(=C2CC1)Cl)Cl bis(5,7-dichloro-3,4-dihydroisoquinolin-2(1H)-yl)methane